pyrid-3(1H)-one N1CC(CC=C1)=O